2-ethylbutyl ((S)-(((R)-1-((2S,3S,5R)-5-(5-fluoro-2,4-dioxo-3,4-dihydropyrimidin-1(2H)-yl)-3-hydroxytetrahydrofuran-2-yl)allyl)oxy)(phenoxy)phosphoryl)-L-alaninate FC=1C(NC(N(C1)[C@H]1C[C@@H]([C@H](O1)[C@@H](C=C)O[P@](=O)(OC1=CC=CC=C1)N[C@@H](C)C(=O)OCC(CC)CC)O)=O)=O